2-(5-methoxy-3-methyl-1H-benzo[g]indazol-1-yl)thiazole COC=1C=C2C(=NN(C2=C2C1C=CC=C2)C=2SC=CN2)C